(RS)-1-(2,4-dichloro-β-propylphenethyl)-1H-1,2,4-triazole ClC1=C([C@H](CN2N=CN=C2)CCC)C=CC(=C1)Cl |r|